FC(C)(F)C=1C=C(CCNS(=O)(=O)C=2C=CC3=C(C(=C(O3)C(=O)O)C)C2)C=CC1 5-(N-(3-(1,1-difluoroethyl)phenethyl)sulfamoyl)-3-methylbenzofuran-2-carboxylic acid